2-Trifluoromethyl-5-chloromethylpyridine FC(C1=NC=C(C=C1)CCl)(F)F